N-[4-(3,3-Difluoroazetidin-1-yl)-3-fluorophenyl]-2-[4-([1,2,4]triazolo[1,5-a]pyridin-7-yl)pyrazol-1-yl]acetamide FC1(CN(C1)C1=C(C=C(C=C1)NC(CN1N=CC(=C1)C1=CC=2N(C=C1)N=CN2)=O)F)F